(S)-8-chloro-6-(((1-(1-(difluoromethyl)cyclopropyl)-1H-1,2,3-triazol-4-yl)(1H-indazol-4-yl)methyl)amino)-4-(neopentylamino)quinoline-3-carbonitrile ClC=1C=C(C=C2C(=C(C=NC12)C#N)NCC(C)(C)C)N[C@@H](C1=C2C=NNC2=CC=C1)C=1N=NN(C1)C1(CC1)C(F)F